C(C=C)C1=C(CCCC1=O)C1=CC=CC=C1 allyl-5,6-dihydro-[1,1'-biphenyl]-3(4H)-one